Diethyl (6-(8-(2-bromophenethyl)-2,6-dioxo-1-(prop-2-yn-1-yl)-1,2,6,7-tetrahydro-3H-purin-3-yl)hexyl)phosphonate BrC1=C(CCC2=NC=3N(C(N(C(C3N2)=O)CC#C)=O)CCCCCCP(OCC)(OCC)=O)C=CC=C1